methyl 4-{[(1R,5S)-8-(tert-butoxycarbonyl)-8-azabicyclo[3.2.1]octan-3-yl](methyl)amino}-2-ethylindazole-7-carboxylate C(C)(C)(C)OC(=O)N1[C@H]2CC(C[C@@H]1CC2)N(C=2C1=CN(N=C1C(=CC2)C(=O)OC)CC)C